ClC=1C=C(C=CC2=NC=3N(C(N(C)C(C3N2C)=O)=O)C)C=CC1 8-(meta-chlorostyryl)caffeine